2-(aminocarbonylmethyl)phenylboronic acid pinacol ester NC(=O)CC1=C(C=CC=C1)B1OC(C)(C)C(C)(C)O1